F[C@@H]1CN(CC[C@@H]1NC=1N=C(C2=C(N1)NC=C2C2=NC=1N(C=C2)N=CC1)NC)C1COC1 N2-((3R,4S)-3-fluoro-1-(oxetan-3-yl)piperidin-4-yl)-N4-methyl-5-(pyrazolo[1,5-a]pyrimidin-5-yl)-7H-pyrrolo[2,3-d]pyrimidine-2,4-diamine